N-(2-chloroethyl)-2,3-dihydro-1H-indene-5-sulfonamide ClCCNS(=O)(=O)C=1C=C2CCCC2=CC1